CN[C@@H](CC1=CNC=N1)C(=O)O Nα-methylhistidine